(piperazine-1-carbonyl)-1H-pyridin-2-one N1(CCNCC1)C(=O)N1C(C=CC=C1)=O